[4-(3,5-dichloro-2-pyridinyl)piperazine-1-carbonyl]-6-(trifluoromethyl)-2-[[4-(trifluoromethyl)phenyl]methoxy]pyridine-3-carbonitrile ClC=1C(=NC=C(C1)Cl)N1CCN(CC1)C(=O)C1=C(C(=NC(=C1)C(F)(F)F)OCC1=CC=C(C=C1)C(F)(F)F)C#N